ClC1=C(CC2=C(C=NN2S(N(C)C)(=O)=O)C(=O)O)C=C(C(=C1)F)CC 5-(2-chloro-5-ethyl-4-fluorobenzyl)-1-(N,N-dimethylsulfamoyl)-1H-pyrazole-4-carboxylic acid